4-((3,4-difluorophenyl)sulfonamido)-N-(4-fluorophenyl)benzamide FC=1C=C(C=CC1F)S(=O)(=O)NC1=CC=C(C(=O)NC2=CC=C(C=C2)F)C=C1